3-(5-{[(4-carbamimidoylphenyl)methyl](methyl)amino}-1-(3-hydroxy-2,2-dimethylpropanoyl)-1H-pyrazol-3-yl)-5-hydroxy-N,N,2-trimethylpyrrolidine-1-carboxamide C(N)(=N)C1=CC=C(C=C1)CN(C1=CC(=NN1C(C(CO)(C)C)=O)C1C(N(C(C1)O)C(=O)N(C)C)C)C